2-((2-fluoro-4-(trifluoromethyl)phenyl)carbamoyl)-6-(4-(4-oxopiperidin-1-yl)phenyl)cyclohexane-1-carboxylic acid FC1=C(C=CC(=C1)C(F)(F)F)NC(=O)C1C(C(CCC1)C1=CC=C(C=C1)N1CCC(CC1)=O)C(=O)O